ClC1=CC=C(COC2=NC=3CN(CCC3C=C2C(F)(F)F)C(=O)OC(C)(C)C)C=C1 tert-butyl 2-((4-chlorobenzyl)oxy)-3-(trifluoromethyl)-5,8-dihydro-1,7-naphthyridine-7(6H)-carboxylate